N-(2-methoxyethyl)-2-methylpropan-1-amine COCCNCC(C)C